COC(N(C1(CC1)C1=CC(=C(C=C1)F)C(F)(F)F)CC1NCC1)=O Methyl-(azetidin-2-ylmethyl)(1-(4-fluoro-3-(trifluoromethyl)phenyl)cyclopropyl)-Carbamat